FC1=CC(=CC=2C=COC21)B2OC(C(O2)(C)C)(C)C 2-(7-fluorobenzofuran-5-yl)-4,4,5,5-tetramethyl-1,3,2-dioxaborolane